(S)-3-(1-hydroxy-prop-2-yl)-6-(5-methylpyridin-2-yl)-8-(pyridin-3-yl)pyrido[3,4-d]pyrimidin-4(3H)-one OC[C@H](C)N1C=NC2=C(C1=O)C=C(N=C2C=2C=NC=CC2)C2=NC=C(C=C2)C